OC[C@H](C1=CC=CC=C1)NC1=CC(=NC=C1C=1OCC2(N1)CC1CCC(C2)N1)NC1=CC=C2C(=N1)C(NC2=O)(C)C 2-((4-(((S)-2-hydroxy-1-phenylethyl)amino)-5-(5'H-8-azaspiro[bicyclo[3.2.1]octane-3,4'-oxazol]-2'-yl)pyridin-2-yl)amino)-7,7-dimethyl-6,7-dihydro-5H-pyrrolo[3,4-b]pyridin-5-one